CCCCC[C@@H]1[C@@H](O1)C/C=C\\CCCCCCCC(=O)O The molecule is an optically active form of vernolic acid having (12S,13R)-configuration. It is a vernolic acid and an oxylipin. It is an enantiomer of a (-)-vernolic acid.